BrC1=CC2=C(C(=NO2)C2C(NC(CC2)=O)=O)C=C1 3-(6-bromo-1,2-benzoxazol-3-yl)piperidine-2,6-dione